COC(=O)C=1C(OC2=CC(=CC(=C2C1CC1=CC=CC2=CC=CC=C12)C=1SC(=C(N1)C)C)N(CC)CC)=O (4,5-dimethylthiazol-2-yl)(naphthalen-1-yl)methyl-7-(diethylamino)-2-oxo-2H-chromene-3-carboxylic acid methyl ester